4-[[2-(3-tetrahydrofuran-2-yl-1H-indazol-6-yl)acetyl]amino]-N-[1-(trifluoromethyl)cyclopropyl]pyridine-2-carboxamide O1C(CCC1)C1=NNC2=CC(=CC=C12)CC(=O)NC1=CC(=NC=C1)C(=O)NC1(CC1)C(F)(F)F